6-hydroxy-4,5,8-trimethyl-2-naphthoic acid OC=1C(=C2C(=CC(=CC2=C(C1)C)C(=O)O)C)C